O[C@@H](CN[S@](=O)(=N)C1=CC=C(C=C1)OC1=CC=NC2=C(N=CC=C12)OC)C (R)-N-((R)-2-hydroxypropyl)-4-((8-methoxy-1,7-naphthyridin-4-yl)oxy)benzenesulfonimidamide